CC1(C2=CC=CC=C2C=2C=CC(=CC12)C(F)F)C 9,9-dimethyl-2-difluoromethylfluorene